FC=1C(=NC(=NC1)NC1=C(C(=CC=C1)S(=O)(=O)C)F)C1=CNC2=C(C=CC=C12)NC([C@@H](COC)N1CCN(CCC1)C)=O (R)-N-(3-(5-fluoro-2-((2-fluoro-3-(methyl-sulfonyl)phenyl)amino)pyrimidin-4-yl)-1H-indol-7-yl)-3-methoxy-2-(4-methyl-1,4-diazepan-1-yl)propanamide